ClC1=C(C(=O)C2=CC=C(C=C2)F)C=CC=C1 2-chloro-4'-fluorobenzophenone